FC1(CCC(CC1)N1C(N([C@H](C1)C#N)C1=CN=CC2=CC=CC=C12)=O)F |r| Racemic-1-(4,4-difluorocyclohexyl)-3-(isoquinolin-4-yl)-2-oxoimidazolidine-4-carbonitrile